C(C1=CC=CC=C1)OC(=O)N1CC(C1)C#CC1=NC(=C(C=C1)F)C=NO Benzyl-3-((5-Fluoro-6-((hydroxyimino)methyl)pyridin-2-yl)ethynyl)azetidin-1-carboxylat